imidazo[1,5-a]pyrazine-8-carboxylic acid tert-butyl ester C(C)(C)(C)OC(=O)C=1C=2N(C=CN1)C=NC2